C(C)(C)(C)C=1N(C=CN1)CC1=CC=C(C=C1)C1=C(C=CC(=C1)CC(C)C)S(=O)(=O)N 2-[4-[(2-tert-butylimidazol-1-yl)methyl]phenyl]-4-isobutyl-benzenesulfonamide